1-(4-fluoro-2-methylphenyl)-3-(6-methoxypyridin-3-yl)-7-(trifluoromethyl)quinazoline-2,4(1H,3H)-dione FC1=CC(=C(C=C1)N1C(N(C(C2=CC=C(C=C12)C(F)(F)F)=O)C=1C=NC(=CC1)OC)=O)C